4-propylquinoline-2-carboxylic acid C(CC)C1=CC(=NC2=CC=CC=C12)C(=O)O